N2,N4-bis(2-(tetrahydro-2H-pyran-4-yl)ethyl)-7,8-dihydro-5H-pyrano[4,3-d]pyrimidine-2,4-diamine O1CCC(CC1)CCNC=1N=C(C2=C(N1)CCOC2)NCCC2CCOCC2